3-(4-ethyl-phenyl)-2,2-dimethyl-propanal tert-butyl-(2S,4S)-4-(7-bromo-8-chloro-6-fluoro-4-(methylthio)-1H-pyrazolo[4,3-c]quinolin-1-yl)-2-(cyanomethyl)piperidine-1-carboxylate C(C)(C)(C)OC(=O)N1[C@@H](C[C@H](CC1)N1N=CC=2C(=NC=3C(=C(C(=CC3C21)Cl)Br)F)SC)CC#N.C(C)C2=CC=C(C=C2)CC(C=O)(C)C